trans-2-pinene [C@H]12C(=CC[C@@H](C1(C)C)C2)C